CSC1=NC=C(C(=N1)NC1=CC=CC=C1)C(F)(F)F 2-methylsulfanyl-N-phenyl-5-(trifluoromethyl)pyrimidin-4-amine